ClC=1C=C2C=CN=C(C2=CC1C1=C(C=C(C=C1)Cl)O)N1CCN(CC1)C(C=C)=O 1-(4-(6-chloro-7-(4-chloro-2-hydroxyphenyl)isoquinolin-1-yl)piperazin-1-yl)prop-2-en-1-one